2-methyl-3-(prop-2-yn-1-yl)benzol CC1=CC=CC=C1CC#C